CC1=NCC(NC2=C1C=C(C=C2)NC2=C(C=C(C=C2)N2CCC(CC2)C(F)(F)F)C)=O 5-methyl-7-[2-methyl-4-[4-(trifluoromethyl)-1-piperidyl]anilino]-1,3-dihydro-1,4-benzodiazepin-2-one